2,3,4,5-tetrakis(7H-benzo[c]carbazol-7-yl)-6-(2,6-diphenylpyridin-4-yl)benzonitrile C1=CC=CC=2C=CC=3N(C=4C=CC=CC4C3C21)C2=C(C#N)C(=C(C(=C2N2C=1C=CC=CC1C=1C3=C(C=CC21)C=CC=C3)N3C=2C=CC=CC2C=2C1=C(C=CC32)C=CC=C1)N1C=3C=CC=CC3C=3C2=C(C=CC13)C=CC=C2)C2=CC(=NC(=C2)C2=CC=CC=C2)C2=CC=CC=C2